5-amino-2-(1-(2,6-dioxopiperidin-3-yl)-1H-1,2,3-triazol-4-yl)benzenesulfonyl fluoride NC=1C=CC(=C(C1)S(=O)(=O)F)C=1N=NN(C1)C1C(NC(CC1)=O)=O